iodine pyrrolo[2,1-F][1,2,4]triazin-4-amine N=1N2C(C(=NC1)N)=CC=C2.[I]